1-((8-fluoro-1-oxoisochroman-6-yl)amino)cyclopentane-1-carbonitrile FC=1C=C(C=C2CCOC(C12)=O)NC1(CCCC1)C#N